2,2',6,6'-tetramethyl-4,4'-biphenoldiglycidyl ether CC12C(C(=CC(=C1C1C(COCC3C2O3)O1)C1=CC(=C(C(=C1)C)O)C)C)O